(2-fluoro-5-hydroxyphenyl)(6-{4-methyl-3-[o-(trifluoromethyl)phenyl]-1-pyrazolyl}-2-aza-2-spiro[3.3]heptyl)methanone FC1=C(C=C(C=C1)O)C(=O)N1CC2(C1)CC(C2)N2N=C(C(=C2)C)C2=C(C=CC=C2)C(F)(F)F